C(C)C1=CC2=C(C(NC3=C(O2)C=C(C=C3)C)=O)C=C1 3-Ethyl-7-methyldibenzo[b,f][1,4]oxazepin-11(10H)-one